NC1=C(CC(C1)=C(F)F)C(=O)O amino-4-(difluoromethylene)cyclopent-1-ene-1-carboxylic acid